O=C1NC(CCC1N1C(C2=CC=C(C=C2C1=O)N1CCN(CC1)CCCC1CCNCC1)=O)=O 2-(2,6-Dioxo-3-piperidyl)-5-[4-[3-(4-piperidyl)propyl]piperazin-1-yl]isoindoline-1,3-dione